C1(=CC=C(C=C1)C1=NOC(=N1)CSC1=NN=C(S1)C1=C(C(=O)N)C=CC=C1C(F)(F)F)C (5-(((3-(p-tolyl)-1,2,4-oxadiazol-5-yl)methyl)thio)-1,3,4-thiadiazol-2-yl)-3-(trifluoromethyl)benzamide